(3E)-1-iodo-15,15-dimethoxy-3-pentadecene ICC\C=C\CCCCCCCCCCC(OC)OC